BrC1=C(C(=CC(=C1)Cl)F)N1CC(CN(S1(=O)=O)CC(=O)NC1C2CC3(CC(CC1C3)C2)C(=O)N)C 4-(2-(6-(2-bromo-4-chloro-6-fluorophenyl)-4-methyl-1,1-dioxido-1,2,6-thiadiazinan-2-yl)acetamido)adamantan-1-carboxamide